(S)-8-(4-tert-butyl-1-(p-fluorophenyl)-4,5-dihydro-1H-imidazol-2-yl)quinoline C(C)(C)(C)[C@@H]1N=C(N(C1)C1=CC=C(C=C1)F)C=1C=CC=C2C=CC=NC12